ClC1=CC=C(C=C1)[C@H]1C[C@@H](CO1)C1=NOC(=N1)CN1C=NC2=C(C1=O)N(N=C2)C 6-((3-((3R,5R)-5-(4-chlorophenyl)tetrahydro-furan-3-yl)-1,2,4-oxadiazol-5-yl)methyl)-1-methyl-1,6-dihydro-7H-pyrazolo[4,3-d]pyrimidin-7-one